(3R,6R)-1-(tert-butyl) 3-methyl-4-(7-bromo-6-chloro-1-(4,6-diisopropylpyrimidin-5-yl)-8-fluoro-3-nitro-2-oxo-1,2-dihydroquinolin-4-yl)-6-methylpiperazine-1,3-dicarboxylate C[C@@]1(CN([C@@H](CN1C1=C(C(N(C2=C(C(=C(C=C12)Cl)Br)F)C=1C(=NC=NC1C(C)C)C(C)C)=O)[N+](=O)[O-])C)C(=O)OC(C)(C)C)C(=O)[O-]